(S)-3-(6-bromobenzo[d]oxazol-2-yl)-2-((tert-butoxycarbonyl)amino)propionic acid BrC1=CC2=C(N=C(O2)C[C@@H](C(=O)O)NC(=O)OC(C)(C)C)C=C1